O=C1C(CC2=CC(=CC=C12)C(F)(F)F)C=CC(=O)N 3-(1-oxo-5-(trifluoromethyl)-2,3-dihydro-1H-inden-2-yl)propenamide